Tert-butyl (3-(4-(2-(2,6-dioxopiperidin-3-yl)-1,3-dioxoisoindolin-5-yl)piperazin-1-yl)propyl)carbamate O=C1NC(CCC1N1C(C2=CC=C(C=C2C1=O)N1CCN(CC1)CCCNC(OC(C)(C)C)=O)=O)=O